3,5,6-trichlorophthalonitrile ClC1=C(C(C#N)=C(C(=C1)Cl)Cl)C#N